C(C)(C)(C)C1=NOC(=N1)C(=O)NCC1=C(C=C(C=C1)C1=C2C(=NC=C1)NC(=N2)C2=CC(=CC=C2)NC([C@@H](C)Cl)=O)F (R)-3-(tert-Butyl)-N-(4-(2-(3-(2-chloropropanamido)phenyl)-3H-imidazo[4,5-b]pyridin-7-yl)-2-fluorobenzyl)-1,2,4-oxadiazole-5-carboxamide